ClC=1C(=CC2=C(NC(=N2)NC=2C=C(C(=O)NO)C=CC2)C1)OC 3-((6-chloro-5-methoxy-1H-benzo[d]imidazol-2-yl)amino)-N-hydroxybenzamide